N(=[N+]=[N-])C[C@@H](C(=O)NCCCCCC)NC(CCCCCC)=O (S)-N-(3-azido-1-(hexylamino)-1-oxopropan-2-yl)heptanamide